NC1=NC(=CC=2N1N=C(N2)CC2=NN(C=C2)C)C=2C=C(C#N)C=CC2 3-(5-amino-2-((1-methyl-1H-pyrazol-3-yl)methyl)-[1,2,4]triazolo[1,5-C]pyrimidin-7-yl)benzonitrile